NC1CS(C2(CNC2)C1)(=O)=O 7-amino-5-thia-2-azaspiro[3.4]Octane 5,5-dioxide